FC=1C=CC(=C(C1)O)C1=NN=C(C=2CCCCC12)N[C@H]1CN(CCC1)C (R)-5-fluoro-2-(4-((1-methylpiperidin-3-yl)amino)-5,6,7,8-tetrahydrophthalazin-1-yl)phenol